(6-t-butoxycarbonyl-7,8-dihydro-5H-1,6-naphthyridin-3-yl)boronic acid C(C)(C)(C)OC(=O)N1CC=2C=C(C=NC2CC1)B(O)O